C(C)C1=NC2=C(N1C1N(C=C(C=N1)F)C1=CC=C(C=C1)OC)C=CC=C2 2-(2-ethyl-1H-benzimidazol-1-yl)-5-fluoro-N-(4-methoxyphenyl)pyrimidine